N1(C=NC=C1)C=1C=C(C(=O)NC2CCC(CC2)OCCOC)C=C(N1)C 2-(1H-imidazol-1-yl)-N-((1r,4r)-4-(2-methoxyethoxy)cyclohexyl)-6-methylisonicotinamide